BrC=1C=C2C(=NC1)C(C(N2C2CC(C2)(C#N)N2CC1(CC1)C(CC2)F)=O)(C)C (1s,3s)-3-(6-bromo-3,3-dimethyl-2-oxo-2,3-dihydro-1H-pyrrolo[3,2-b]pyridin-1-yl)-1-(8-fluoro-5-azaspiro[2.5]oct-5-yl)cyclobutane-1-carbonitrile